(E)-3-amino-4-(4-(trifluoromethyl)styryl)pyrrolidine-1-carboxylic acid tert-butyl ester C(C)(C)(C)OC(=O)N1CC(C(C1)\C=C\C1=CC=C(C=C1)C(F)(F)F)N